1,2-dicaprylyl-sn-glycero-3-phosphoethanolamine C(CCCCCCC)(=O)OC[C@@H](OC(CCCCCCC)=O)COP(=O)(O)OCCN